tert-butyl (5'-oxo-5,6-dihydrospiro[cyclopenta[c]pyridine-7,2'-pyrrolidin]-4-yl)carbamate O=C1CCC2(N1)CCC1=C2C=NC=C1NC(OC(C)(C)C)=O